2-amino-N-{(1S,2S)-2-[(4-{3-[4-(2-hydroxyethyl)piperazin-1-yl]-2-oxo-2,3-dihydro-1H-indol-6-yl}phenyl)methoxy]cyclopentyl}-5-(1-methyl-1H-pyrazol-4-yl)pyridine-3-carboxamide NC1=NC=C(C=C1C(=O)N[C@@H]1[C@H](CCC1)OCC1=CC=C(C=C1)C1=CC=C2C(C(NC2=C1)=O)N1CCN(CC1)CCO)C=1C=NN(C1)C